C(C)(C)NC(O[C@H]1C[C@H](CC1)C1=CC(=NN1)NC(C1=CC(=C(C=C1)OCC1=CC=C(C=C1)OC)C1OCCO1)=O)=O (1R,3S)-3-(3-(3-(1,3-dioxolan-2-yl)-4-((4-methoxybenzyl)oxy)benzamido)-1H-pyrazol-5-yl)cyclopentyl isopropylcarbamate